2-azidobut-3-en-1-yl-2-(2-chlorophenyl)-2-diazoacetate N(=[N+]=[N-])C(COC(C(=[N+]=[N-])C1=C(C=CC=C1)Cl)=O)C=C